BrC1=CN=C2N1NC(=C(C2=O)C(C)C)C2=CC=CC=C2 3-bromo-7-isopropyl-6-phenylimidazo[1,2-b]pyridazin-8(5H)-one